(+/-)-5,7-difluorochroman-4-ol FC1=C2[C@@H](CCOC2=CC(=C1)F)O |r|